ClC=1C=C(C=CC1F)N(C(=O)[C@H]1N(C[C@H](C1)C(=O)NC1=NN(C(=C1)CC)C)C1=NC(=CC(=C1)C(F)(F)F)C)C (2S,4S)-N2-(3-chloro-4-fluorophenyl)-N4-(5-ethyl-1-methyl-1H-pyrazol-3-yl)-N2-methyl-1-[6-methyl-4-(trifluoromethyl)pyridin-2-yl]Pyrrolidine-2,4-dicarboxamide